NCCOC1=CC=C(C=C1)C1=CC=C(C=C1)CCCNC=1C2=C(N=C(N1)C1=COC=C1)SC(=C2)C N-(3-[4'-(2-aminoethoxy)-[1,1'-biphenyl]-4-yl]propyl)-2-(furan-3-yl)-6-methylthieno[2,3-d]pyrimidin-4-amine